6-[6-chloro-2-(morpholin-4-yl)pyrimidin-4-yl]-1-(2-methoxyethyl)-1H-benzimidazole ClC1=CC(=NC(=N1)N1CCOCC1)C=1C=CC2=C(N(C=N2)CCOC)C1